3,3-dimethyl-5-(4,4,5,5-tetramethyl-1,3,2-dioxaborolan-2-yl)-2,3-dihydro-1H-indol-2-one CC1(C(NC2=CC=C(C=C12)B1OC(C(O1)(C)C)(C)C)=O)C